ClC=1C(=CC(=C(C1)O)C(C)C)C 5-Chloro-2-isopropyl-4-methyl-phenol